ClC1=CC=C2C(=CC=NC2=C1)N1CCNCC1 7-chloro-4-(piperazin-1-yl)quinoline